1-(methyl-d3)-2-oxo-1,2-dihydropyrido[3,2-d]Pyrimidine-6-carbonitrile C(N1C(N=CC2=C1C=CC(=N2)C#N)=O)([2H])([2H])[2H]